FC1=C(C(=CC=C1)C)C=O (2-fluoro-6-methyl-phenyl)-methanone